4-(2-(2-(4-methyl-4,5-dihydrooxazol-2-yl)eth-oxy)ethylidene)-1,3-dioxolan-2-one CC1N=C(OC1)CCOCC=C1OC(OC1)=O